2'-amino-N,N-dimethyl-5'-(2-(morpholine-4-carbonyl)-1H-pyrrolo[2,3-b]pyridin-4-yl)-[2,3'-bipyridine]-5-carboxamide NC1=NC=C(C=C1C1=NC=C(C=C1)C(=O)N(C)C)C1=C2C(=NC=C1)NC(=C2)C(=O)N2CCOCC2